cis-3-hexenyl-pentanol C(=C/CCCC)/C(CCO)CC